C(#N)[C@H](CC1=CC=C(C=C1)C=1C=CC2=C(N(C(O2)=O)C)C1)NC(=O)[C@H]1OC[C@@H](CNC1)O (2S,6R)-N-((S)-1-cyano-2-(4-(3-methyl-2-oxo-2,3-dihydrobenzo[d]oxazol-5-yl)phenyl)ethyl)-6-hydroxy-1,4-oxazepane-2-carboxamide